NC1=CC=C(C=N1)C=1C=C(C=CC1)N(C1=NC=2N(C3=CC(=C(C=C13)F)Cl)C=NN2)C N-[3-(6-amino-3-pyridyl)phenyl]-8-chloro-7-fluoro-N-methyl-[1,2,4]triazolo[4,3-a]quinazolin-5-amine